C(#N)C=1C=C(C=C2CN(C(C12)=O)[C@@H](C)C1CC1)C1=CNC=2N=C(N=C(C21)OC)NC(C)=O (S)-N-(5-(7-cyano-2-(1-cyclopropylethyl)-1-oxoisoindolin-5-yl)-4-methoxy-7H-pyrrolo[2,3-d]pyrimidin-2-yl)acetamide